FC1=C(C=C(C=C1)C(F)(F)F)NC(C1=CC=C(C=C1)C1=CC2=C(N=C(N=C2)S(=O)C)N2C1=NCC2)=O N-(2-fluoro-5-(trifluoromethyl)phenyl)-4-(2-(methylsulfinyl)-8,9-dihydroimidazo[1',2':1,6]pyrido[2,3-d]pyrimidin-6-yl)benzamide